1-dodecanoyl-2-octadecanoyl-glycero-3-phospho-(1'-sn-glycerol) CCCCCCCCCCCCCCCCCC(=O)O[C@H](COC(=O)CCCCCCCCCCC)COP(=O)(O)OC[C@H](CO)O